N1(CCCC1)CCOC1=C(C=C(C=C1)B1OC(C(O1)(C)C)(C)C)/C=C/C(=O)OCC ethyl (E)-3-(2-(2-(pyrrolidin-1-yl)ethoxy)-5-(4,4,5,5-tetramethyl-1,3,2-dioxaborolan-2-yl)phenyl)acrylate